(R)-6-(3-methylphenyl)-1,3-oxazinan-2-one CC=1C=C(C=CC1)[C@H]1CCNC(O1)=O